C(C)(C)(C)OC(=O)C(C(=O)O)CCC(=O)OCC=C (tert-Butoxycarbonyl)-5-(allyloxy)-5-oxopentanoic acid